4-(2-((3r,5r,7r)-adamantan-1-yl)acetamido)butanoic acid C12(CC3CC(CC(C1)C3)C2)CC(=O)NCCCC(=O)O